O=C1NC(CCC1NC=1C=C(C=CC1)C#CCNC(C1=NC=CC=C1C)=O)=O N-(3-(3-((2,6-dioxopiperidin-3-yl)amino)phenyl)prop-2-yn-1-yl)-3-methylpicolinamide